(1-Ethyl-2,3,4,5-tetramethylcyclopentadienyl)(2,4,6-trimethylindenyl)zirconium dibromide [Br-].[Br-].C(C)C1(C(=C(C(=C1C)C)C)C)[Zr+2]C1C(=CC2=C(C=C(C=C12)C)C)C